(R)-1-(4-(8-((4-((7-fluoro-1-methyl-1H-benzo[d][1,2,3]triazol-5-yl)oxy)-3-methylphenyl)amino)pyrimido[5,4-d]pyrimidin-2-yl)-2-methylpiperazin-1-yl)prop-2-en-1-one FC1=CC(=CC2=C1N(N=N2)C)OC2=C(C=C(C=C2)NC2=NC=NC1=C2N=C(N=C1)N1C[C@H](N(CC1)C(C=C)=O)C)C